N1(CCCCCC1)C(=O)C=1C=C(C=CC1)C1=CC(=C(C=C1)C)F azepan-1-yl-(3'-fluoro-4'-methyl-[1,1'-biphenyl]-3-yl)methanone